2-methyl-2-((R)-3,7,12,15-tetraoxo-1-oxa-11-thia-4,8-diazacyclopentadecan-2-yl)propyl (tert-butoxycarbonyl)-L-alaninate C(C)(C)(C)OC(=O)N[C@@H](C)C(=O)OCC(C)([C@H]1OC(CCC(SCCNC(CCNC1=O)=O)=O)=O)C